3-(Trifluoromethyl)phenyl isocyanate FC(C=1C=C(C=CC1)N=C=O)(F)F